cyclopenta[c]pyrrole-2-carboxylate C1N(C=C2C1=CC=C2)C(=O)[O-]